C1(=CC=CC=C1)C1(COC1)CNC(=O)[C@@H]1CN(CC[C@H]1NC(=O)C1=NOC(=C1)C1=C(C=C(C=C1)F)F)C1CCC1 (3R,4R)-1-Cyclobutyl-4-{[5-(2,4-difluoro-phenyl)-isoxazole-3-carbonyl]-amino}-piperidine-3-carboxylic acid (3-phenyl-oxetan-3-ylmethyl)-amide